C(=O)(OC(C)(C)C)NC(CCCC(=O)O)C1=NC=CC(=C1)C 5-(N-Boc-amino)-5-(4-methylpyrid-2-yl)pentanoic acid